N-(3-((5-chloro-4-((1-methyl-1H-pyrazol-4-yl)amino)pyrimidin-2-yl)amino)phenyl)acrylamide ClC=1C(=NC(=NC1)NC=1C=C(C=CC1)NC(C=C)=O)NC=1C=NN(C1)C